COC1(CCN(CC1)CC1(CCC1)CNC(=O)C1=CC2=C(S1)CCCCCC2)C N-({1-[(4-Methoxy-4-methylpiperidin-1-yl)methyl]cyclobutyl}methyl)-4H,5H,6H,7H,8H,9H-cycloocta[b]thiophene-2-carboxamide